ClC1=C(C=CC=C1)C1=CC=CC=2N1N=CC2C(=O)N2CCCCC2 (7-(2-chlorophenyl)pyrazolo[1,5-a]pyridin-3-yl)(piperidin-1-yl)methanone